CS(=O)(=O)N1CCC(CC1)C[C@@H]1CC[C@@H](N1C(=O)OC(C)(C)C)C(=O)OC tert-Butyl (2R,5S)-2-methyl (2R,5S)-5-((1-(methylsulfonyl)piperidin-4-yl)-methyl)pyrrolidine-1,2-dicarboxylate